(Hexahydro-3a(1H)-pentalenyl)bis(pentafluorophenyl)boran C1CCC2(CCCC12)B(C1=C(C(=C(C(=C1F)F)F)F)F)C1=C(C(=C(C(=C1F)F)F)F)F